NCC(=O)C1=CC(=CC=C1)F amino-3'-fluoroacetophenone